Cl.FC=1C(=C(C=NC1N1C[C@H](OCC1)C)N)N (R)-5-fluoro-6-(2-methylmorpholino)pyridine-3,4-diamine hydrochloride